tris(dibenzylideneacetone) dipalladium (II) [Pd+2].[Pd+2].C(C1=CC=CC=C1)=CC(=O)C=CC1=CC=CC=C1.C(C1=CC=CC=C1)=CC(=O)C=CC1=CC=CC=C1.C(C1=CC=CC=C1)=CC(=O)C=CC1=CC=CC=C1